(+/-)-piperazine-2-carboxylic acid C1CNC(CN1)C(=O)O